2-{[(2S)-1,4-dioxan-2-yl]methyl}-8-methyl-4-(trifluoromethyl)-4,5-dihydro-2H-furo[2,3-g]indazole-7-carboxylate O1[C@H](COCC1)CN1N=C2C3=C(CC(C2=C1)C(F)(F)F)OC(=C3C)C(=O)[O-]